tert-butyl (R)-3-(5-(3,5-difluorophenyl)-3-ureidothiophene-2-carboxamido)piperidine-1-carboxylate FC=1C=C(C=C(C1)F)C1=CC(=C(S1)C(=O)N[C@H]1CN(CCC1)C(=O)OC(C)(C)C)NC(=O)N